C(CCC)C1(CN(C=2C=CC3=C(C12)C=CC=C3C(F)(F)F)C(N)=N)C n-butyl-1-methyl-6-(trifluoromethyl)-1,2-dihydro-3H-benzo[e]indole-3-carboximidamide